4,7-disulfo-2-naphthoic acid S(=O)(=O)(O)C1=CC(=CC2=CC(=CC=C12)S(=O)(=O)O)C(=O)O